C[C@H]1C[C@H]([C@@](O[C@@H]1[C@H]2C[C@@H]([C@@H](O2)[C@@]3(CC[C@@H](O3)[C@@]4(CC[C@@]5(O4)C[C@@H]([C@H]([C@H](O5)[C@@H](C)[C@@H]6[C@@H]([C@@H]([C@H]([C@@](O6)([C@H](C)C(=O)O)O)C)OC)C)C)O)C)C)C)(C)O)C The molecule is a polyether antibiotic produced by a strain of Streptomyces mutabilis NRRL 8088. It has a role as a bacterial metabolite and an ionophore. It is a polyether antibiotic, a spiroketal, a 3-hydroxy monocarboxylic acid, a cyclic hemiketal and a member of oxolanes. It is a conjugate acid of a mutalomycin(1-).